3-(4-fluorophenyl)-1-[(3S,5R)-5-methylpyrrolidin-3-yl]-4-{6-phenylfuro[2,3-d]pyrimidin-4-yl}pyrazole FC1=CC=C(C=C1)C1=NN(C=C1C=1C2=C(N=CN1)OC(=C2)C2=CC=CC=C2)[C@@H]2CN[C@@H](C2)C